[Cl-].C[NH+](CC1=CC=CC=C1)C dimethylbenzylammonium chloride